N-(azetidin-3-yl)-5-methylpyridine-2-carboxamide hydrochloride Cl.N1CC(C1)NC(=O)C1=NC=C(C=C1)C